1-(3-methoxy-3-oxopropionamido)cyclopentene-3-ene-1-carboxylic acid ethyl ester C(C)OC(=O)C1(C=C=CC1)NC(CC(=O)OC)=O